CN(CCCNC1=CC(=NC=N1)OC1CN(CC1)CC(=O)N)C 2-(3-((6-((3-(dimethylamino)propyl)amino)pyrimidin-4-yl)oxy)pyrrolidin-1-yl)acetamide